N1NCCC1 1,2,4,5-tetrahydropyrazole